4-hydroxy-tetrahydro-furan-3-yl 12-(ethylthio)dodecanoate C(C)SCCCCCCCCCCCC(=O)OC1COCC1O